CC(C(O)CC1(COC1)CC)(COCC1(COC1)CC)C 2,2-dimethyl-1,3-O-bis[(3-ethyloxetan-3-yl)methyl]-propane-1,3-diol